SC(C)CCC(C)S 2,5-dimercaptohexane